Cl(=O)(=O)[O-].[Sn+4].Cl(=O)(=O)[O-].Cl(=O)(=O)[O-].Cl(=O)(=O)[O-] tin chlorate